2-(4-(2,6-dichloropyrimidin-4-yl)morpholin-3-yl)ethan-1-ol (S)-quinuclidin-3-yl-(5-(4-cyclopropylphenyl)-6-methoxy-2,2-dimethyl-2,3-dihydro-1H-inden-1-yl)carbamate N12CC(C(CC1)CC2)N(C(=O)OCCC2N(CCOC2)C2=NC(=NC(=C2)Cl)Cl)[C@H]2C(CC1=CC(=C(C=C21)OC)C2=CC=C(C=C2)C2CC2)(C)C